(prop-1-en-2-yl)-1H-pyrrole-1,2-dicarboxylic acid 1-(tert-butyl) 2-methyl ester COC(=O)C=1N(C=CC1C(=C)C)C(=O)OC(C)(C)C